2,6-di-t-butyl-4-(2-chlorobenzylidene)cyclohexa-2,5-dien-1-one C(C)(C)(C)C=1C(C(=CC(C1)=CC1=C(C=CC=C1)Cl)C(C)(C)C)=O